FC=1C(=C2CN(C(C2=CC1)=O)C1C(NC(CC1)=O)=O)SCCCCCCC(N1CCCCC1)=O 3-(5-fluoro-1-oxo-4-((7-oxo-7-(piperidin-1-yl)heptyl)thio)isoindolin-2-yl)piperidine-2,6-dione